C(C)(=O)C1=CC=C(S1)C=1C=CC(=C(C1)NC(=O)C1=CC=C(C=C1)S(=NC(OC(C)(C)C)=O)(=O)C)NC(=O)OC(C)(C)C tert-butyl N-[[4-[[5-(5-acetyl-2-thienyl)-2-(tert-butoxycarbonylamino)phenyl]carbamoyl]phenyl]-methyl-oxo-sulfanylidene]carbamate